antimony-molybdenum sulfide [Mo]=S.[Sb]